BrC1=CC2=C(C(=N1)F)N(C=N2)C(C)C 6-bromo-4-fluoro-3-(propan-2-yl)-3H-imidazo[4,5-c]pyridine